2-{[(azetidin-3-yl)amino]oxy}propane-1,3-diol trifluoroacetate salt FC(C(=O)O)(F)F.N1CC(C1)NOC(CO)CO